C1(=CC=CC=C1)C(C1=CC=CC=C1)=[Zr](C1CCCC1)C1=CC=CC=2C3=CC=CC=C3CC12 diphenylmethylenefluorenyl-cyclopentyl-zirconium